(E)-6-(4-(cyclopentyloxy)phenyl)-N'-(3,5-dimethylbenzylidene)pyrazine-2-carbohydrazide C1(CCCC1)OC1=CC=C(C=C1)C1=CN=CC(=N1)C(=O)N/N=C/C1=CC(=CC(=C1)C)C